(E)-N-(4-((3-chloro-4-fluorophenyl)amino)-5-(3-methoxyphenyl)quinazolin-6-yl)-4-(dimethylamino)but-2-eneamide ClC=1C=C(C=CC1F)NC1=NC=NC2=CC=C(C(=C12)C1=CC(=CC=C1)OC)NC(\C=C\CN(C)C)=O